OC(C)(C)C1=CC=2N(C(C=C(N2)C(F)(F)F)=O)C=C1 8-(2-hydroxypropan-2-yl)-2-(trifluoromethyl)-4H-pyrido[1,2-a]pyrimidin-4-one